C(#N)C1=CC=C2C(=CC=CC2=C1)C#N 7,4-dicyanonaphthalene